Bis(2-ethylbutyl) 9,9'-((4-oxo-4-(2-(4-(2-(pyridin-2-yldisulfaneyl)ethyl)piperazin-1-yl)ethoxy)butyl)azanediyl)bis(8-((tert-butyldimethylsilyl)oxy)nonanoate) O=C(CCCN(CC(CCCCCCC(=O)OCC(CC)CC)O[Si](C)(C)C(C)(C)C)CC(CCCCCCC(=O)OCC(CC)CC)O[Si](C)(C)C(C)(C)C)OCCN1CCN(CC1)CCSSC1=NC=CC=C1